C(C)C1CCC2=C(C(=C1)OS(=O)(=O)C(F)(F)F)C=CC(=C2)C(=O)OC methyl 7-ethyl-9-(((trifluoromethyl)sulfonyl)oxy)-6,7-dihydro-5H-benzo[7]annulene-3-carboxylate